C(C(C)C)N1C2=CC=CC=C2C=2C=C(N=CC12)\C=N\NC=1C(N=C2C=CC=CC12)=O 3-(((E)-(9-isobutyl-β-carbolin-3-yl)methylene)hydrazino)indol-2-one